zinc citrate salt C(CC(O)(C(=O)[O-])CC(=O)[O-])(=O)[O-].[Zn+2].C(CC(O)(C(=O)[O-])CC(=O)[O-])(=O)[O-].[Zn+2].[Zn+2]